6-((3-(2-(dimethylamino)ethyl)-1H-indol-5-yl)oxy)-6-oxohexanoic acid CN(CCC1=CNC2=CC=C(C=C12)OC(CCCCC(=O)O)=O)C